C(C)(C)(C)C=1C=C(C=C(C1O)C(C)(C)C)CCC(=O)OCCCCCCOC(CCC1=CC(=C(C(=C1)C(C)(C)C)O)C(C)(C)C)=O hexamethyleneglycol bis[3-(3,5-di-tert-butyl-4-hydroxyphenyl)propionate]